ClC(C(=O)[O-])(F)F.[Na+] Sodium 2-chloro-2,2-difluoroacetate